CC(C[C@@H](C(N[C@@H](C[C@H]1C(NCC1)=O)C(COC(F)(F)F)=O)=O)NC(C(=O)NC1(CC1)C1=CC=C(C=C1)C)=O)C N1-((S)-4-methyl-1-oxo-1-(((S)-3-oxo-1-((S)-2-oxopyrrolidin-3-yl)-4-(trifluoromethoxy)butan-2-yl)amino)pentan-2-yl)-N2-(1-(p-tolyl)cyclopropyl)oxalamide